3-Chloro-5-(4-chlorophenyl)sulfonyl-benzoic acid ClC=1C=C(C(=O)O)C=C(C1)S(=O)(=O)C1=CC=C(C=C1)Cl